3-[3-methyl-2-oxo-5-[4-(piperidin-4-yl)but-1-yn-1-yl]-1,3-benzodiazol-1-yl]piperidine-2,6-dione trifluoroacetate FC(C(=O)O)(F)F.CN1C(N(C2=C1C=C(C=C2)C#CCCC2CCNCC2)C2C(NC(CC2)=O)=O)=O